6-(1-methyl-1H-pyrazol-4-yl)pyridin CN1N=CC(=C1)C1=CC=CC=N1